2-oxa-hexadecylboric acid C(OCCCCCCCCCCCCCC)OB(O)O